ClC1=CC=C(C(=N1)N1CCC(CC1)O)NC(C)C=1C=2C3=C(N(C(C2C=C(C1)C)=O)C)N(N=C3)CCO 9-(1-((6-chloro-2-(4-hydroxypiperidin-1-yl)pyridin-3-yl)amino)ethyl)-3-(2-hydroxyethyl)-4,7-dimethyl-3,4-dihydro-5H-pyrazolo[3,4-c]isoquinolin-5-one